FC1=CC=2C3=C(C(N(C2N=C1C1=C(C=CC=C1OC)F)C=1C(=NC=CC1C)C(C)C)=O)N(C([C@@H]1N3CCNC1)=O)C (4aR)-11-fluoro-10-(2-fluoro-6-methoxyphenyl)-8-(2-isopropyl-4-methylpyridin-3-yl)-6-methyl-2,3,4,4a,6,8-hexahydro-1H-pyrazino[1',2':4,5]pyrazino[2,3-c][1,8]naphthyridin-5,7-dione